5-(4-(2-(1-(6-(1-(4-cyano-3-(trifluoromethyl)phenyl)piperidine-4-carboxamido)pyridin-3-yl)piperidin-4-yl)ethyl)piperazin-1-yl)-N-(2,6-dioxopiperidin-3-yl)picolinamide C(#N)C1=C(C=C(C=C1)N1CCC(CC1)C(=O)NC1=CC=C(C=N1)N1CCC(CC1)CCN1CCN(CC1)C=1C=CC(=NC1)C(=O)NC1C(NC(CC1)=O)=O)C(F)(F)F